COC=1C=C(C=O)C=CC1 L-3-methoxybenzaldehyde